(7-Methyl-6-(1-methyl-1H-pyrazol-4-yl)imidazo[1,2-a]pyridin-3-yl)(4-nitrophenyl)methanone CC1=CC=2N(C=C1C=1C=NN(C1)C)C(=CN2)C(=O)C2=CC=C(C=C2)[N+](=O)[O-]